C1(=CC=CC=C1)C1[C@@H](C1)N (R)-2-phenylcyclopropan-1-amine